5,5'-Difluoro-6'-methyl-[3,4'-bipyridine]-2'-carboxylic acid ethyl ester C(C)OC(=O)C1=NC(=C(C(=C1)C=1C=NC=C(C1)F)F)C